(2R,3S,4S)-4-hydroxy-2-[(4-methoxyphenyl)methyl]pyrrolidin-3-yl N-[(2-methoxypyridin-4-yl)methyl]carbamate COC1=NC=CC(=C1)CNC(O[C@H]1[C@H](NC[C@@H]1O)CC1=CC=C(C=C1)OC)=O